2-(8-fluoro-4-{[(3r,5r)-5-fluoro-1-methylpiperidin-3-yl]amino}pyrrolo[1,2-d][1,2,4]triazin-1-yl)-5-(trifluoromethyl)phenol formate C(=O)OC1=C(C=CC(=C1)C(F)(F)F)C=1C=2N(C(=NN1)N[C@H]1CN(C[C@@H](C1)F)C)C=CC2F